Tin-lead-indium [In].[Pb].[Sn]